C(C)C1=CC=C(C=C1)S(=O)(=O)C=1C=NC2=CC=C(C=C2C1NCCCCO)OC(F)(F)F 4-((3-((4-ethylphenyl)sulfonyl)-6-(trifluoromethoxy)quinolin-4-yl)amino)butan-1-ol